C1CC12OC[C@@H](C2)OC2=NN=C(S2)NC(=O)C=2C=NC(=CC2C2=CC(=NC=C2OC)Cl)C (R)-N-(5-((4-oxaspiro(2.4)heptan-6-yl)oxy)-1,3,4-thiadiazol-2-yl)-2'-chloro-5'-methoxy-6-methyl-(4,4'-bipyridine)-3-carboxamide